gold copper-zinc [Zn].[Cu].[Au]